4,7-difluoro-1H-indene FC1=C2C=CCC2=C(C=C1)F